OC1=C(C2=C(N(C1=O)CC=1C=NN(C1)CC1=NC=CC=C1)C=CS2)C(=O)O 6-hydroxy-5-oxo-4-{[1-(pyridin-2-ylmethyl)-1H-pyrazol-4-yl]methyl}-4,5-dihydrothieno[3,2-b]pyridine-7-carboxylic acid